NC1=NC2=C(C=C(C=C2C=N1)C1=C(C=C(C=C1)OC1=NC=CC=C1)OC)C1CN(CC1)C(C=C)=O 1-(3-(2-amino-6-(2-methoxy-4-(pyridin-2-yloxy)phenyl)quinazolin-8-yl)pyrrolidin-1-yl)prop-2-en-1-one